N-(3-{6-azaspiro[2.5]octan-6-yl}-4-{4-[2-(3,6-dihydro-2H-pyran-4-yl)-6-methylpyrimidin-4-yl]-1H-1,2,3-triazol-1-yl}phenyl)-2-hydroxyethane-1-sulfonamide C1CC12CCN(CC2)C=2C=C(C=CC2N2N=NC(=C2)C2=NC(=NC(=C2)C)C=2CCOCC2)NS(=O)(=O)CCO